C1NCC12COC(OC2)CCN(C2=NC=C(C#N)C=C2)CC2=CC=C(C=C2)C(C)C 6-((2-(6,8-dioxa-2-azaspiro[3.5]nonan-7-yl)ethyl)(4-isopropylbenzyl)amino)nicotinonitrile